4,6-bis(phenyl-d5)-1,3,5-triazin-2-yl-12'H-spiro[fluorene-9,7'-indeno[1,2-a]carbazole] C1(=C(C(=C(C(=C1[2H])[2H])[2H])[2H])[2H])C1=NC(=NC(=N1)C1=C(C(=C(C(=C1[2H])[2H])[2H])[2H])[2H])C1=CC=CC=2C=3C=CC4=C(C3NC12)C1=CC=CC=C1C41C4=CC=CC=C4C=4C=CC=CC41